ClC1=NC=CC(=C1CO)C1(CN(CCC1)C(=O)OC(C)(C)C)O tert-butyl 3-(2-chloro-3-(hydroxymethyl)pyridin-4-yl)-3-hydroxypiperidine-1-carboxylate